N-[(3-fluoro-6-methoxypyridin-2-yl)methyl]-3-(methoxymethyl)-1-({4-[(2-oxopyridin-1-yl)methyl]phenyl}methyl)pyrazole-4-carboxamide FC=1C(=NC(=CC1)OC)CNC(=O)C=1C(=NN(C1)CC1=CC=C(C=C1)CN1C(C=CC=C1)=O)COC